7-methyl-4,9,10,10a-tetrahydro-5H-thieno[2',3':3,4]pyrido[1,2-a]pyrazin-8(7H)-one CC1C(NCC2N1CCC1=C2SC=C1)=O